CC=1C(=CNC1C1=C(C=CC=C1)C(C(F)(F)F)O)C1=CC=CC=C1 4-Methyl-3-phenyl-5-(2-(2,2,2-trifluoro-1-hydroxyethyl)phenyl)-1H-pyrrol